C(CCC)[N-]CCCC N-(n-butyl)-N-(n-butyl)amid